sulfuric acid, calcium salt [Ca+2].S([O-])([O-])(=O)=O